FC=1C(=NC=CC1)N1N=C2CCC(CC2=C1O)N1CCN(CC1)C (3-fluoro-pyridin-2-yl)-5-(4-methyl-piperazin-1-yl)-4,5,6,7-tetrahydro-2H-indazol-3-ol